1,2-Propan-diamin C(C(C)N)N